benzyl-aminosilane C(C1=CC=CC=C1)[SiH2]N